2-chloro-4-(9,9-dimethyl-9H-fluoren-4-yl)-6-phenyl-1,3,5-triazine ClC1=NC(=NC(=N1)C1=CC=CC=2C(C3=CC=CC=C3C12)(C)C)C1=CC=CC=C1